3-ethylsulfanylimidazo[1,2-a]pyridine-2-carboxylic acid C(C)SC1=C(N=C2N1C=CC=C2)C(=O)O